4-([2-(allyloxy)-3-methoxybenzyl]amino)-4H-1,2,4-triazole-3-thiol C(C=C)OC1=C(CNN2C(=NN=C2)S)C=CC=C1OC